BrCCOC1=CC=C(CNC(CC#N)=O)C=C1 N-(4-(2-bromoethoxy)benzyl)-2-cyanoacetamide